(S)-1-(3-chloropyridin-2-yl)ethanol ClC=1C(=NC=CC1)[C@H](C)O